[N+](=O)([O-])C1=C(C=C(C(=C1)C)C)[N+](=O)[O-] 1,2-dinitro-4,5-dimethyl-benzene